4-[4-[3-(cyclopropylmethylamino)phenyl]-2,6-difluoro-N-methyl-anilino]butanoic acid C1(CC1)CNC=1C=C(C=CC1)C1=CC(=C(N(C)CCCC(=O)O)C(=C1)F)F